C1(=CC=CC=C1)NC(C1=C(C=CC=C1)C#CC1=CC=CC=C1)=O N-phenyl-2-(phenylethynyl)benzamide